The molecule is a dimethoxyflavone that is the 5,7-dimethyl ether derivative of chrysin. It has a role as a plant metabolite. It derives from a chrysin. COC1=CC2=C(C(=C1)OC)C(=O)C=C(O2)C3=CC=CC=C3